C(C)(C)(C)OC(=O)N1C[C@@H]2COC3=C(CN2CC1)C=C(C(=C3)Br)Cl (12AR)-9-bromo-8-chloro-3,4,12,12a-tetrahydro-6H-pyrazino[2,1-c][1,4]benzoxazepine-2(1H)-carboxylic acid tert-butyl ester